COC1=CC=C(C=C1)C1=CC(=C(O1)C)C(=O)N[C@@H](C(=O)O)CC=1C=C2C=CC=CC2=CC1 (R)-2-(5-(4-methoxyphenyl)-2-methylfuran-3-carboxamido)-3-(naphthalene-6-yl)propanoic acid